NC1=NN2C(C=C(C=C2)C=2C(=C(C(=O)NCC(C(C3=CC=C(C=C3)F)F)(F)F)C(=CC2)Cl)F)=N1 3-(2-amino-[1,2,4]triazolo[1,5-a]pyridin-7-yl)-6-chloro-2-fluoro-N-(2,2,3-trifluoro-3-(4-fluorophenyl)propyl)benzamide